S(=O)(=O)([O-])[O-].[Al+3].C(C)(C)(C)C1=CC=C(C=C1)C1=NC(=NN1)C(=O)N1CCC2(CCCC2)CC1.S(=O)(=O)([O-])[O-].S(=O)(=O)([O-])[O-].[Al+3] (5-(4-(tert-butyl)phenyl)-1H-1,2,4-triazol-3-yl)(8-azaspiro[4.5]decan-8-yl)methanone Aluminium Sulfat